The molecule is dianion of deoxylimonoic acid D-ring-lactone arising from deprotonation of both carboxy groups. It is a conjugate base of a deoxylimonoic acid D-ring-lactone. CC1=C2CC(=O)O[C@H]([C@@]2(CC[C@@H]1[C@@]3([C@H](C(O[C@H]3CC(=O)[O-])(C)C)CC(=O)[O-])CO)C)C4=COC=C4